[OH-].[OH-].CN1C(=[NH+]C=C1)C.CN1C(=[NH+]C=C1)C bis[1,2-dimethyl-1H-imidazolium] di-hydroxide